5-bromo-2-[(cyclopropylmethyl)amino]pyridine BrC=1C=CC(=NC1)NCC1CC1